FC1=CC=2C3=C(CNC3=C1)CCNC2 8-fluoro-1,3,4,5-tetrahydro-azepino[5,4,3-cd]indol